2-[2-(benzyloxy)ethyl] ethylene oxide C(C1=CC=CC=C1)OCCC1CO1